CN(C/C=C/C(=O)N(C)[C@H](C(=O)NCCCOC=1C=C(C=CC1)NC=1C(=NC(=C(N1)N(C)CC)CC)C(=O)N)C)C (S,E)-3-((3-(3-(2-(4-(dimethylamino)-N-methylbut-2-enamido)propanamido)propoxy)phenyl)amino)-6-ethyl-5-(ethyl(methyl)amino)pyrazine-2-carboxamide